2-[[4-[2-fluoro-4-(4,4,5,5-tetramethyl-1,3,2-dioxaborolan-2-yl)phenyl]-3-(trifluoromethyl)pyrazol-1-yl]methoxy]ethyl-trimethyl-silane FC1=C(C=CC(=C1)B1OC(C(O1)(C)C)(C)C)C=1C(=NN(C1)COCC[Si](C)(C)C)C(F)(F)F